(S)-3-(6-((tert-butoxycarbonyl)amino)-4-(trifluoromethyl)pyridin-2-yl)-4-((3-chloro-2,4-difluorophenyl)(methyl)carbamoyl)-2-oxoimidazolidine C(C)(C)(C)OC(=O)NC1=CC(=CC(=N1)N1C(NC[C@H]1C(N(C)C1=C(C(=C(C=C1)F)Cl)F)=O)=O)C(F)(F)F